C1(CCCCC1)NC([C@@H](C)N(C=1C2=C(N=C(N1)C1=NC=CC=C1)CCC2)C)=O (2R)-N-cyclohexyl-2-{methyl[2-(pyridin-2-yl)-5H,6H,7H-cyclopenta[d]pyrimidin-4-yl]amino}propanamide